[(2-bromophenyl)methyl](methyl)amine BrC1=C(C=CC=C1)CNC